ClC1=C(C(=NN1)C)NC(C1=C(C=C(C(=C1)F)C=1N=C(N(C1)C)C(C)O)O[C@H](C(F)(F)F)C)=O N-(5-Chloro-3-methyl-1H-pyrazol-4-yl)-5-fluoro-4-(2-(1-hydroxyethyl)-1-methyl-1H-imidazol-4-yl)-2-(((S)-1,1,1-trifluoropropan-2-yl)oxy)benzamide